FC(OC1=CC(=C(C(=C1)F)F)F)F difluoromethoxy-3,4,5-trifluorobenzene